3-Benzyloxy-6-hydroxyphenylpyridazine C(C1=CC=CC=C1)OC=1C=C(C(=CC1)O)C=1N=NC=CC1